BrC=1C(=CC(=C(C1)C=1N=C2N(C=CC=C2)C1C)Cl)F 2-(5-bromo-2-chloro-4-fluorophenyl)-3-methylimidazo[1,2-a]pyridine